N-[[6-[2-(3-pyridyl)acetyl]-6-azaspiro[2.5]octan-2-yl]methyl]-1,3-dihydropyrrolo[3,4-c]pyridine-2-carboxamide N1=CC(=CC=C1)CC(=O)N1CCC2(C(C2)CNC(=O)N2CC=3C=NC=CC3C2)CC1